4',4-biphenyl-dicarboxaldehyde C1(=CC=C(C=C1)C=O)C1=CC=C(C=C1)C=O